C(C)OC(=C)C(CCC)=O 2-ethoxyhex-1-en-3-one